BrC(CCCC(=O)O)(CCCC(=O)O)Br dibromoazelaic acid